N1=CN=C(C=C1)C1=C(C=CC(=C1)C)S(=O)(=O)O pyrimidin-4-yl-4-methylbenzenesulfonic acid